CN(CC(=O)O)C(C1=C(C(=C(C(=C1F)F)F)F)F)(F)F N-methyl-N-(perfluorobenzyl)glycine